14-Fluoro-(E)-11-tetradecenyl acetate C(C)(=O)OCCCCCCCCCC\C=C\CCF